C1(CC1)N(CCC(C(=O)O)NC(=O)OCC1=C(C(=CC=C1)Cl)Cl)CCCCC1=NC=2NCCCC2C=C1 4-[cyclopropyl-[4-(5,6,7,8-tetrahydro-1,8-naphthyridin-2-yl)butyl]amino]-2-[(2,3-dichlorophenyl)methoxycarbonylamino]butanoic acid